8-chloro-1-methyl-4-[1-(2-pyrimidin-2-yl-1,2,4-triazol-3-yl)ethylamino]-6-(trifluoromethyl)quinolin-2-one tert-Butyl-((1S,3S)-3-((6-bromobenzo[d]oxazol-2-yl)amino)cyclopentyl)carbamate C(C)(C)(C)N(C(O)=O)[C@@H]1C[C@H](CC1)NC=1OC2=C(N1)C=CC(=C2)Br.ClC=2C=C(C=C1C(=CC(N(C21)C)=O)NC(C)C=2N(N=CN2)C2=NC=CC=N2)C(F)(F)F